2-methoxy-6-((2-morpholinoethylamino)methyl)phenol COC1=C(C(=CC=C1)CNCCN1CCOCC1)O